2-((4-(benzyloxy)-3-phenethyloxybenzyl)amino)-ethan-1-ol C(C1=CC=CC=C1)OC1=C(C=C(CNCCO)C=C1)OCCC1=CC=CC=C1